NC1=C(C=CC(=C1)OC(F)(F)F)C(=O)N1CCC(CC1)C=1C=CN=C2NC=NC12 (2-amino-4-trifluoromethoxyphenyl)[4-(3H-1,3,4-triazainden-7-yl)-1-piperidyl]methanone